1,1'-thiobis(pyrogallol) S(C1(O)C(O)C(O)=CC=C1)C1(O)C(O)C(O)=CC=C1